ethyl (1-(4-acetamidobenzyl)-4-phenethylpiperidin-4-yl)methyl-carbamate C(C)(=O)NC1=CC=C(CN2CCC(CC2)(CCC2=CC=CC=C2)CNC(OCC)=O)C=C1